5-chloro-2-(hydroxymethyl)nicotinic acid ClC=1C=NC(=C(C(=O)O)C1)CO